oxo-bis[chloromethane] O(CCl)CCl